NCCOCCOCCOCCCC=1C=C2CN(C(C2=CC1)=O)C1CNCCC1 3-(5-(3-(2-(2-(2-Aminoethoxy)ethoxy)ethoxy)propyl)-1-oxoisoindolin-2-yl)piperidine